C1CC(C2=C1C1=C(S2)CCCC1)=NO 1,2,5,6,7,8-hexahydro-3H-benzo[b]cyclopenta[d]thiophen-3-one oxime